3-(5-(methyl((1R,2S)-2-(piperidin-1-yl)cyclopentyl)amino)-1-oxoisoindolin-2-yl)piperidine-2,6-dione CN(C=1C=C2CN(C(C2=CC1)=O)C1C(NC(CC1)=O)=O)[C@H]1[C@H](CCC1)N1CCCCC1